C(=O)(O)CC(=O)NC=1C=C(C(=O)O[C@@H](CC2=C(C=[N+](C=C2Cl)[O-])Cl)C2=CC(=C(C=C2)OC(F)F)OCC2CC2)C=CC1OC (S)-4-(2-(3-(2-carboxyacetamido)-4-methoxybenzoyloxy)-2-(3-(cyclopropylmethoxy)-4-(difluoromethoxy)-phenyl)ethyl)-3,5-dichloropyridine 1-oxide